5-(4-methylbenzene-1-sulfonyl)-N-[(1-methyl-1H-1,2,4-triazol-3-yl)methyl]furan-2-carboxamide CC1=CC=C(C=C1)S(=O)(=O)C1=CC=C(O1)C(=O)NCC1=NN(C=N1)C